C(CCCCCCC)P(CCCCCCCC)CCCCCCCC tri-Octylphosphin